ClC1=CC(=C(COC2=NC=3CN(CCC3C=C2C2CC2)CC2=NC=3C(=NC(=CC3)C(=O)O)N2C[C@H]2OCC2)C=C1)F (S)-2-((2-((4-chloro-2-fluorobenzyl)oxy)-3-cyclopropyl-5,6-dihydro-1,7-naphthyridin-7(8H)-yl)methyl)-3-(oxetan-2-ylmethyl)-3H-imidazo[4,5-b]pyridine-5-carboxylic acid